FC=1C=C(CC=2NC(=NN2)C(=O)NC2=NC=NC(=C2)C2=C(C=CC(=C2)OCCCC(C)(C)O)C)C=CC1 5-(3-Fluorobenzyl)-N-(6-(5-((4-hydroxy-4-methylpentyl)oxy)-2-methylphenyl)pyrimidin-4-yl)-4H-1,2,4-triazole-3-carboxamide